Cl.Cl.N[C@H]1C[C@H](C1)CNC1=NC=C(N=C1)C(F)(F)F N-((cis-3-aminocyclobutyl)methyl)-5-(trifluoromethyl)pyrazin-2-amine dihydrochloride